4-bromo-2,6-dimethoxyaniline BrC1=CC(=C(N)C(=C1)OC)OC